C1CC2CC1C3C2C(C(C3)CN)CN octahydro-4,7-methano-1H-indenedimethylamine